1-cyclopropyl-6,7-difluoro-8-methoxyfluoroquinolone-3-carboxylic acid methyl ester COC(=O)C=1C(N(C2=C(C(=C(C=C2C1F)F)F)OC)C1CC1)=O